tert-butyl (4-chloro-2-(hydroxymethyl)phenyl)carbamate ClC1=CC(=C(C=C1)NC(OC(C)(C)C)=O)CO